CN1N=CC2=CC=C(C=C12)C1(CC(C1)=O)C#N 1-(1-methyl-1H-indazol-6-yl)-3-oxocyclobutane-1-carbonitrile